4-amino-N-isobutyl-8-(4-methoxy-3-pyridinyl)-2-oxo-1H-quinoline-3-carboxamide NC1=C(C(NC2=C(C=CC=C12)C=1C=NC=CC1OC)=O)C(=O)NCC(C)C